3-amino-2-bromo-6-chloro-N-methyl-isonicotinamide NC1=C(C(=O)NC)C=C(N=C1Br)Cl